FC1(CN(C1)CC(C)(C)F)C(=O)NC=1N=CC2=CC=C(C=C2C1)C=1C=NN(C1)C 3-fluoro-1-(2-fluoro-2-methylpropyl)-N-(6-(1-methyl-1H-pyrazol-4-yl)isoquinolin-3-yl)azetidine-3-carboxamide